OCC1=NC=C(C=N1)NC(O[C@H](C)[C@H](C)OC1=C(C=C2C(=N1)SC(=N2)C2=C1N=CC(=NC1=CC(=C2)C)OCC)F)=O (2R,3S)-3-((2-(2-ethoxy-7-methylquinoxalin-5-yl)-6-fluorothiazolo[5,4-b]pyridin-5-yl)oxy)butan-2-yl (2-(hydroxymethyl)pyrimidin-5-yl)carbamate